1-((1-acryloyl-3-fluoroazetidin-3-yl)methyl)-7-chloro-6-(2-fluoro-3-methylphenyl)-4-(2-isopropyl-4-methylpyridin-3-yl)-1,4-dihydropyrido[2,3-b]pyrazine-2,3-dione C(C=C)(=O)N1CC(C1)(F)CN1C2=C(N(C(C1=O)=O)C=1C(=NC=CC1C)C(C)C)N=C(C(=C2)Cl)C2=C(C(=CC=C2)C)F